N-[(1r,2r,3s,4r,7z)-7-(cyclopropylmethylene)-3-[(2,2-dimethylpropyl)carbamoyl]bicyclo[2.2.1]hept-2-yl]-5-{[(1-hydroxycyclopropyl)methoxy]methyl}-2-methoxypyridine-3-carboxamide C1(CC1)\C=C\1/[C@@H]2[C@H]([C@H]([C@H]1CC2)C(NCC(C)(C)C)=O)NC(=O)C=2C(=NC=C(C2)COCC2(CC2)O)OC